ClC=1C=CC=2N(C1)N=C(C2)C(=O)OC methyl 6-chloropyrazolo[1,5-a]pyridine-2-carboxylate